2-(1-(2,5-dioxo-2,5-dihydro-1H-pyrrol-1-yl)-12,15-dioxo-3,6,9-trioxa-13,16-diazaoctadecan-18-amido)-3-phenylpropanamide O=C1N(C(C=C1)=O)CCOCCOCCOCCC(NCC(NCC(=O)NC(C(=O)N)CC1=CC=CC=C1)=O)=O